methyl 4-(5-carbamoyl-4-(cyclohexylamino)pyrimidin-2-ylamino)piperidine-1-carboxylate C(N)(=O)C=1C(=NC(=NC1)NC1CCN(CC1)C(=O)OC)NC1CCCCC1